5-chloro-2-((3SR,4SR)-2'-(2-ethoxyphenyl)-3-ethyl-7'-(((2R,4S)-4-hydroxypyrrolidin-2-yl)methyl)-7',8'-dihydro-6'H-spiro[piperidine-4,5'-[1,7]naphthyridin]-1-yl)nicotinonitrile ClC=1C=NC(=C(C#N)C1)N1C[C@H]([C@]2(C=3C=CC(=NC3CN(C2)C[C@@H]2NC[C@H](C2)O)C2=C(C=CC=C2)OCC)CC1)CC |&1:11,12|